3,3,3-trifluoro-N-[[3-fluoro-4-[5-(trifluoromethyl)-1,2,4-oxadiazol-3-yl]phenyl]methyl]propanamide FC(CC(=O)NCC1=CC(=C(C=C1)C1=NOC(=N1)C(F)(F)F)F)(F)F